N[C@@H](C)C1=CC=C(C=C1)C1=CC=C(C=C1)NC(C)C (S)-4'-(1-aminoethyl)-N-isopropyl-[1,1'-biphenyl]-4-amine